[3-(2-chloro-5-fluorophenyl)-7-hydroxy-1-oxo-6-{[(trideuteriomethyl)amino]methyl}-2,3-dihydro-1H-isoindol-4-yl]-5-fluoro-3-(trifluoromethyl)benzamide ClC1=C(C=C(C=C1)F)C1NC(C2=C(C(=CC(=C12)C1=C(C(=O)N)C=C(C=C1C(F)(F)F)F)CNC([2H])([2H])[2H])O)=O